CC=1CN(C(NN1)=O)/N=C/C=1C=NC=CC1 6-methyl-4-[(E)-pyridin-3-ylmethyleneamino]-4,5-dihydro-1,2,4-triazin-3(2H)-one